5-fluoro-3,4-dihydro-2H-benzo[b][1,4]oxazine FC1=CC=CC=2OCCNC21